Cl.NC/C=C/CNC1=NC=C(C(=O)N)C=C1[N+](=O)[O-] (E)-6-((4-aminobut-2-en-1-yl)amino)-5-nitronicotinamide-HCl